CN1C(C(C2=CC(=CC=C12)[N+](=O)[O-])(CS(=O)(=O)N(C)C)C)=O 1,3-dimethyl-3-(N,N-dimethylaminosulfonylmethyl)-2-oxo-5-nitroindole